L-2-methoxy-4-morpholinium COC1C[NH2+]CCO1